FC(OC1=C(C=C(C=C1)[C@@H]1CC2(CNC2)CC1)C)F (S)-6-(4-(Difluoromethoxy)-3-methylphenyl)-2-azaspiro[3.4]octan